C(C)(C)(C)OCCN(CCC(C(=O)O)NC(C1=C(C=CC=C1F)Cl)=O)CCCCC1=NC=2NCCCC2C=C1 4-[2-tert-butoxyethyl-[4-(5,6,7,8-tetrahydro-1,8-naphthyridin-2-yl)butyl]amino]-2-[(2-chloro-6-fluoro-benzoyl)amino]butanoic acid